4-(4-((2-(4-formylthiophen-2-yl)-4,4-dimethylcyclohex-1-en-1-yl)methyl)piperazin-1-yl)benzoic acid methyl ester COC(C1=CC=C(C=C1)N1CCN(CC1)CC1=C(CC(CC1)(C)C)C=1SC=C(C1)C=O)=O